3-iodo-N,N-dimethyl-5-(p-tolylthio)aniline IC=1C=C(N(C)C)C=C(C1)SC1=CC=C(C=C1)C